N-((1s,4s)-4-((3-(methylsulfonamido)-7-morpholino-1,6-naphthyridin-5-yl)oxy)cyclohexyl)oxazole-2-carboxamide CS(=O)(=O)NC=1C=NC2=CC(=NC(=C2C1)OC1CCC(CC1)NC(=O)C=1OC=CN1)N1CCOCC1